7-((3,4-Difluorobenzyl)oxy)-2',3',5',6'-tetrahydro-1H-spiro[imidazo[1,2-c]pyrimidine-2,4'-pyran]-5(3H)-one FC=1C=C(COC=2C=C3N(C(N2)=O)CC2(CCOCC2)N3)C=CC1F